(S)-N-(3-(1-((2-ethyl-2H-pyrazolo[3,4-b]pyrazin-6-yl)amino)ethyl)-4,5-difluorophenyl)-6-(trifluoromethyl)nicotinamide C(C)N1N=C2N=C(C=NC2=C1)N[C@@H](C)C=1C=C(C=C(C1F)F)NC(C1=CN=C(C=C1)C(F)(F)F)=O